sodium 3-[(2,3-dihydrothieno[3,4-b]-[1,4]dioxin-2-yl) methoxy]-1-hexyl-1-propanesulfonate O1C=2C(OCC1COCCC(S(=O)(=O)[O-])CCCCCC)=CSC2.[Na+]